4-(2-acrylamidoethyl-carbamoyl)-3-fluorobenzeneboronic acid C(C=C)(=O)NCCNC(=O)C1=C(C=C(C=C1)B(O)O)F